2-chloro-6-[3-(2,2-dicyclopropylethoxy)pyrazol-1-yl]pyridine-3-carboxylic acid tert-butyl ester C(C)(C)(C)OC(=O)C=1C(=NC(=CC1)N1N=C(C=C1)OCC(C1CC1)C1CC1)Cl